C(C1=CC=CC=C1)NS(=O)(=O)C1=CC(=CC=C1)C=1N=C2C(=NC=NC2=CC1)N1CCSCC1 (benzyl){m-[4-(1,4-thiazinan-4-yl)-1,3,5-triaza-6-naphthyl]phenylsulfonyl}amine